1-trityltetrazol-5-ylpropanoic acid C(C1=CC=CC=C1)(C1=CC=CC=C1)(C1=CC=CC=C1)N1N=NN=C1C(C(=O)O)C